COC(=O)C1OC(OC1)(CCCCCCC)C1OC(OC1)CCCCCCC (2-n-heptyl-1,3-dioxolan-4-yl)2-n-heptyl-1,3-dioxolan-4-carboxylic acid methyl ester